NC1=CC=CC(=N1)S(=O)(=O)NC(=O)C=1C(=NC(=CC1)C1=C(C=C(C=C1OC)C)OC)OC1=C(C=C(C=C1C)C)C N-[(6-Amino-2-pyridyl)sulfonyl]-6-(2,6-dimethoxy-4-methylphenyl)-2-(2,4,6-trimethylphenoxy)pyridin-3-carboxamid